N1(C=NC=C1)C=1C=CC(=C(C1)O)C=1N=NC(=CC1)O[C@H]1C[C@@]2(C[C@H]([C@](C1)(N2)C)OC)C 5-(1H-imidazol-1-yl)-2-(6-(((1R,3S,5S,6R)-6-methoxy-1,5-dimethyl-8-azabicyclo[3.2.1]octan-3-yl)oxy)pyridazin-3-yl)phenol